2-bromo-2-nitro-1,3-propane-diol BrC(CO)(CO)[N+](=O)[O-]